(1R,2S)-5'-methoxy-2-(3-{[2-methoxy-6-(8-oxa-3-azabicyclo[3.2.1]octane-3-carbonyl)pyridin-3-yl]amino}-1H-indazol-6-yl)spiro[cyclopropane-1,3'-indol]-2'(1'H)-one COC=1C=C2[C@]3(C(NC2=CC1)=O)[C@@H](C3)C3=CC=C1C(=NNC1=C3)NC=3C(=NC(=CC3)C(=O)N3CC1CCC(C3)O1)OC